2-(2,3,5,6-tetrafluorophenoxy)acetic acid FC1=C(OCC(=O)O)C(=C(C=C1F)F)F